1-{4-[(4-fluorobenzyl)sulfonyl]-2-nitrophenyl}-4-(4-nitrophenyl)piperazine FC1=CC=C(CS(=O)(=O)C2=CC(=C(C=C2)N2CCN(CC2)C2=CC=C(C=C2)[N+](=O)[O-])[N+](=O)[O-])C=C1